C(#N)C1=CC=C(C=C1)C(C)C 2-(4-cyanophenyl)propane